C1(CC1)C1=CC2=C(N=C(N=C2)NC2=CC=C(C=C2)C2C[C@H]3CC[C@@H](C2)N3C)N1C1=CC=CC(=N1)N=S(=O)(C)C ((6-(6-cyclopropyl-2-((4-((1R,5S)-8-methyl-8-azabicyclo[3.2.1]octan-3-yl)phenyl)amino)-7H-pyrrolo[2,3-d]pyrimidin-7-yl)pyridin-2-yl)imino)dimethyl-λ6-sulfanone